2-(2-(Benzyloxy)pyridin-4-yl)-4-chloro-1H-pyrrolo[2,3-b]pyridine C(C1=CC=CC=C1)OC1=NC=CC(=C1)C1=CC=2C(=NC=CC2Cl)N1